BrC=1C(=C(C=C(C1)Cl)N(S(=O)(=O)CCC)COCC[Si](C)(C)C)Cl N-(3-bromo-2,5-dichlorophenyl)-N-((2-(trimethylsilyl)ethoxy)methyl)propane-1-sulfonamide